4-diazophenyldimethylamine hydrogensulfate S(=O)(=O)(O)O.[N+](=[N-])=C1CC=C(C=C1)N(C)C